C(C)(C)(C)OC(=O)N1[C@@H](CN([C@H](C1)C)C1=NC(=NC2=C(C(=C(C=C12)C(F)(F)F)Br)F)N1CC(C1)N1CC2(CC2)C1)C tert-butyl-(2R,5S)-4-[2-[3-(5-azaspiro[2.3]hexan-5-yl)azetidin-1-yl]-7-bromo-8-fluoro-6-(trifluoromethyl)quinazolin-4-yl]-2,5-dimethyl-piperazine-1-carboxylate